C(C1=CC=CC=C1)SC1=CC=C(C(=C1O)F)OC 6-(Benzylthio)-2-fluoro-3-methoxyphenol